COC1=CC=C(C=C1)Cl p-methoxychlorobenzene